Cl.Cl.Cl.NC1=NC=C(C(=N1)N)CN1CCC2=CC(=CC=C12)C1=CC=C(C=C1)CC(=O)O 2-(4-(1-((2,4-diaminopyrimidin-5-yl)methyl)indolin-5-yl)phenyl)acetic acid trihydrochloride